CC1=C(C=C(C=C1)NC(=O)N1C2CCCC1C2)C2=NC=CC=N2 N-(4-methyl-3-(pyrimidin-2-yl)phenyl)-6-azabicyclo[3.1.1]heptane-6-carboxamide